1-((1'R,2'R)-2,4-dihydroxy-5'-methyl-2'-(prop-1-en-2-yl)-1',2',3',4'-tetrahydro-[1,1'-biphenyl]-3-yl)ethan-1-one OC1=C(C=CC(=C1C(C)=O)O)[C@H]1[C@@H](CCC(=C1)C)C(=C)C